methyl (S)-2-(4-(2-((4-cyano-2-fluorobenzyl)oxy)pyridin-3-yl)-2,5-difluorobenzyl)-1-(oxetan-2-ylmethyl)-1H-benzo[d]imidazole-6-carboxylate C(#N)C1=CC(=C(COC2=NC=CC=C2C2=CC(=C(CC3=NC4=C(N3C[C@H]3OCC3)C=C(C=C4)C(=O)OC)C=C2F)F)C=C1)F